C(CCCCCCC)(=O)OC(COC([C@@H](O)C)=O)COC(CCCCCCC)=O Glycerol Mono-L-(+)-Lactate DiOctanoate